C1(CC1)C(C(=O)N1C(CCCC1)C=1NC=C(N1)C1=CC=CC=C1)OCC 2-cyclopropyl-2-ethoxy-1-(2-(4-phenyl-1H-imidazol-2-yl)piperidin-1-yl)ethan-1-one